OCCC[Se]C hydroxypropyl-methyl-selenium